2-(1H-indol-5-ylmethylene)-6-hydroxybenzofuran-3(2H)-one N1C=CC2=CC(=CC=C12)C=C1OC2=C(C1=O)C=CC(=C2)O